[1-(6-methoxypyridin-2-yl)pyrazol-4-yl]methanol COC1=CC=CC(=N1)N1N=CC(=C1)CO